(Z)-N-(3-(2-methoxy-5-(methoxycarbonyl)-4-propiolamidophenoxy)propyl)benzimidic acid COC1=C(OCCC\N=C(\C2=CC=CC=C2)/O)C=C(C(=C1)NC(C#C)=O)C(=O)OC